Boc-phenylalanyl-dodecylamine C(=O)(OC(C)(C)C)N[C@@H](CC1=CC=CC=C1)C(=O)NCCCCCCCCCCCC